2-[methyl-(pentadecyl)amino]acetamide CN(CC(=O)N)CCCCCCCCCCCCCCC